CC=1C=NC(=NC1C)N 5,6-dimethylpyrimidin-2-amine